(R)-1''-(3-((4-(dodecyloxy)phenyl)sulfonyl)-6-((S)-methylsulfinyl)quinolin-4-yl)-[1,4':1',4''-terpiperidin]-3-ol C(CCCCCCCCCCC)OC1=CC=C(C=C1)S(=O)(=O)C=1C=NC2=CC=C(C=C2C1N1CCC(CC1)N1CCC(CC1)N1C[C@@H](CCC1)O)[S@@](=O)C